CC1C2=CN(N=C2C2=C(C1)OC(=C2C(F)(F)F)C(=O)N)CC=2C=NC(=CC2)C 4-methyl-2-[(6-methylpyridin-3-yl)methyl]-8-(trifluoromethyl)-4,5-dihydro-2H-furo[2,3-g]indazole-7-carboxamide